4-(1-(cyclopentyl(pyridin-2-yl)methyl)-3-(pyridin-4-yl)-1H-pyrrolo[2,3-b]pyridin-5-yl)-3,5-dimethylisoxazole C1(CCCC1)C(N1C=C(C=2C1=NC=C(C2)C=2C(=NOC2C)C)C2=CC=NC=C2)C2=NC=CC=C2